(4aS,7aS)-4-Methyl-6-(2-(6-(trifluoromethyl)imidazo[1,2-a]pyrazin-3-yl)pyrimidin-4-yl)hexahydropyrrolo[3,4-b][1,4]oxazin-3(2H)-one CN1[C@@H]2[C@@H](OCC1=O)CN(C2)C2=NC(=NC=C2)C2=CN=C1N2C=C(N=C1)C(F)(F)F